4-(3-(5-((2,4-difluorophenyl)sulphonamido)-6-methoxypyridin-3-yl)isoquinolin-5-yl)piperazine-1-carboxylic acid tert-butyl ester C(C)(C)(C)OC(=O)N1CCN(CC1)C1=C2C=C(N=CC2=CC=C1)C=1C=NC(=C(C1)NS(=O)(=O)C1=C(C=C(C=C1)F)F)OC